4-[2-methyl-4-({(1R)-1-[2-methyl-3-(trifluoromethyl)phenyl]ethyl}amino)pyrido[3,4-d]pyrimidin-6-yl]-4-oxo-1,4lambda5-azaphosphinane-1-carbaldehyde CC=1N=C(C2=C(N1)C=NC(=C2)P2(CCN(CC2)C=O)=O)N[C@H](C)C2=C(C(=CC=C2)C(F)(F)F)C